C(C1=CC=CC=C1)OC(=O)C1N(C(C1)=O)C(N[C@H](C)C1=CC2=C(OC(O2)(F)F)C=C1)=O 1-{[(1R)-1-(2,2-difluoro-1,3-benzodioxol-5-yl)ethyl]Carbamoyl}-4-oxoazetidine-2-carboxylic acid benzyl ester